(2-mercaptophenyl)(phenyl)methanone SC1=C(C=CC=C1)C(=O)C1=CC=CC=C1